(5-((2-oxo-2-(4-(trifluoromethyl)phenyl)ethyl)thio)-1H-tetrazol-1-yl)benzoic acid O=C(CSC1=NN=NN1C1=C(C(=O)O)C=CC=C1)C1=CC=C(C=C1)C(F)(F)F